N-(2-chlorophenyl)-N-methyl-6-oxo-1-(prop-2-yn-1-yl)-1,6-dihydropyridine-2-carboxamide ClC1=C(C=CC=C1)N(C(=O)C=1N(C(C=CC1)=O)CC#C)C